5-methyl-2-{[1-(3-propyl-1,2,4-oxadiazol-5-yl)ethyl]sulfanyl}-1H-1,3-benzodiazole CC1=CC2=C(NC(=N2)SC(C)C2=NC(=NO2)CCC)C=C1